((3-Chloro-2-methylphenoxy)methyl)furan-2-carboxylic acid ClC=1C(=C(OCC2=C(OC=C2)C(=O)O)C=CC1)C